N-(2-(4-amino-3-(4-((5-fluoro-2-methoxybenzamido)methyl)phenyl)-1H-pyrazolo[3,4-d]pyrimidin-1-yl)-3-cyclopentylpropyl)-N-methyl-1H-1,2,4-triazole-1-carboxamide NC1=C2C(=NC=N1)N(N=C2C2=CC=C(C=C2)CNC(C2=C(C=CC(=C2)F)OC)=O)C(CN(C(=O)N2N=CN=C2)C)CC2CCCC2